FC(COC1=NN(C=C1N1C(SC=C1)C=1C=NNC1)C)F N-[3-(2,2-difluoroethoxy)-1-methyl-1H-pyrazol-4-yl]-2-(1H-pyrazol-4-yl)-1,3-thiazole